difluorocarboxymethyl-triethyl-ammonium bromide [Br-].FC(C)([N+](CC)(CC)CC(=O)O)F